C(C1=CC=CC=C1)C=1NC(=NN1)C(=O)NC1=NC=CC(=C1)C1=C(C=CC(=C1)OC1CCC1)C 5-benzyl-N-(4-(5-cyclobutoxy-2-methylphenyl)pyridin-2-yl)-4H-1,2,4-triazole-3-carboxamide